N-(4-ethylphenyl)acetamide C(C)C1=CC=C(C=C1)NC(C)=O